tert-butyl (S)-4-(1-naphthamido)-5-oxo-5-((2-(p-tolylthio)phenyl)amino)pentanoate C1(=CC=CC2=CC=CC=C12)C(=O)N[C@@H](CCC(=O)OC(C)(C)C)C(NC1=C(C=CC=C1)SC1=CC=C(C=C1)C)=O